C1(=C(C(=C(C(=C1[2H])[2H])[2H])[2H])[2H])C1=C(C(=CC=C1)C1=C(C(=C(C(=C1[2H])[2H])[2H])[2H])[2H])NC=1C(=CC(=C(C1)C=1C(=CC=CC1)O)F)[N+](=O)[O-] 5'-(([1,1':3',1''-Terphenyl]-2'-yl-2,2'',3,3'',4,4'',5,5'',6,6''-d10)amino)-2'-fluoro-4'-nitro-[1,1'-biphenyl]-2-ol